2-(2-ethoxy-3-pyridyl)-N-[(2-fluoro-3-pyridyl)methyl]-5-isopropyl-7-methyl-imidazo[1,5-b]pyridazin-4-amine C(C)OC1=NC=CC=C1C=1C=C(C=2N(N1)C(=NC2C(C)C)C)NCC=2C(=NC=CC2)F